2-(4-methylpiperidinyl)-5-nitroaniline CC1CCN(CC1)C1=C(N)C=C(C=C1)[N+](=O)[O-]